S1N=CC2=C1C=CC(=C2)NC(=O)C2CC21CN(C1)C(NCC1CC(C1)(F)F)=O N-(1,2-benzisothiazol-5-yl)-5-{[(3,3-difluorocyclobutyl)methyl]carbamoyl}-5-aza-1-spiro[2.3]hexanecarboxamide